BrC=1C=NC2=CC=C(C=C2C1Cl)OC 3-bromo-4-chloro-6-methoxyquinoline